tert-butyl 3-oxo-4-(3-(4,4,5,5-tetramethyl-1,3,2-dioxaborolan-2-yl)phenyl)piperazine-1-carboxylate O=C1CN(CCN1C1=CC(=CC=C1)B1OC(C(O1)(C)C)(C)C)C(=O)OC(C)(C)C